C(C)(=O)NC=1C=C(C(=O)N(C)C)C=C(C1)C=1C(=C2C(=NC1)NCC21CC1)Cl 3-acetamido-5-(4'-chloro-1',2'-dihydrospiro[cyclopropane-1,3'-pyrrolo[2,3-b]pyridin]-5'-yl)-N,N-dimethylbenzamide